CC1(NCC[C@H](C1)C1=CC=CC=2N(C(N(C21)C)=O)C2C(NC(CC2)=O)=O)C 3-[4-[(4R)-2,2-dimethyl-4-piperidinyl]-3-methyl-2-oxo-benzimidazol-1-yl]Piperidine-2,6-dione